aminoguanidinoacetic acid NC(C(=O)O)NC(=N)N